C1(=CC=CC=C1)C1OC(OCC1)=C 4-phenyl-2-methylene-1,3-dioxane